(R)-2-((5-(2-(1-((5-bromo-2-nitropyridin-3-yl)oxy)ethyl)-4-fluorophenyl)-2-Methyl-2H-1,2,3-triazol-4-yl)methyl)-6-(trifluoromethyl)imidazo[1,2-a]pyridine BrC=1C=C(C(=NC1)[N+](=O)[O-])O[C@H](C)C1=C(C=CC(=C1)F)C=1C(=NN(N1)C)CC=1N=C2N(C=C(C=C2)C(F)(F)F)C1